C(C1=CC=CC=C1)OC=1C=C(C=NC1C1OCCO1)CC(=O)OC methyl 2-(5-(benzyloxy)-6-(1,3-dioxolan-2-yl)pyridin-3-yl)acetate